CS(=O)(=O)N1CCN(CC1)C1=NOC(=C1)C1=C(C=CC=C1)C1=CC=CC=C1 (3-(4-(methylsulfonyl)piperazin-1-yl)isoxazol-5-yl)-[1,1'-biphenyl]